C1(CC1)C1=CC(=C(C=C1F)NC1=CC(=NC=C1C(=O)NOCC)NC1=NN(C=C1)C)N(S(=O)(=O)C)C 4-((4-cyclopropyl-5-fluoro-2-(N-methyl-methanesulfonamido)phenyl)amino)-N-ethoxy-6-((1-methyl-1H-pyrazol-3-yl)amino)nicotinamide